2-amino-6-borono-2-(hydroxy(piperidin-3-yl)methyl)hexanoic acid NC(C(=O)O)(CCCCB(O)O)C(C1CNCCC1)O